pyrazino[2,3-e]-1,2,4-triazine N1=NC=NC2=C1N=CC=N2